C(C1=CC=CC=C1)N(C(C)=O)C(C)C=1C(=NC(=NC1)S(=O)(=O)C)NC=1C=C(C=CC1)NC(OC(C)(C)C)=O tert-butyl (3-((5-(1-(N-benzylacetamido)ethyl)-2-(methylsulfonyl)pyrimidin-4-yl)amino)phenyl)carbamate